(S)-6-chloro-1'-(9-(1-phenylcyclopropyl)-7H-pyrazolo[4,3-e][1,2,4]triazolo[4,3-c]pyrimidin-5-yl)-1,3-dihydrospiro[indene-2,4'-piperidin]-1-amine ClC1=CC=C2CC3(CCN(CC3)C3=NC4=C(C=5N3C=NN5)C(=NN4)C4(CC4)C4=CC=CC=C4)[C@@H](C2=C1)N